(S)-4-(3-methylbut-1-yn-1-yl)-7-((6-oxopyrimidin-1(6H)-yl)methyl)-4-(trifluoromethyl)-3,4-dihydro-quinazolin-2(1H)-one CC(C#C[C@@]1(NC(NC2=CC(=CC=C12)CN1C=NC=CC1=O)=O)C(F)(F)F)C